5-(8-((1S,2S)-2-(2-(trifluoromethyl)pyrimidin-5-yl)cyclopropyl)imidazo[1,2-b]pyridazin-6-yl)pyrimidine-2,4(1H,3H)-dione FC(C1=NC=C(C=N1)[C@@H]1[C@H](C1)C=1C=2N(N=C(C1)C=1C(NC(NC1)=O)=O)C=CN2)(F)F